N=1N=CN(C1)C1=CC=CC(=N1)C(=O)NC1CCN(CC1)C(=O)OCC ethyl 4-(6-(4H-1,2,4-triazol-4-yl)picolinamido)piperidine-1-carboxylate